C(=O)O.COC=1C=2N(C=C(N1)C=1C=NN(C1)C)N=CC2N2CCNCC2 4-methoxy-6-(1-methyl-1H-pyrazol-4-yl)-3-(piperazin-1-yl)pyrazolo[1,5-a]pyrazine formic acid salt